[Cl-].[Cl-].[Zr+2].C[SiH](C)C1=C(C(C2=CC(=C(C(=C12)C1=CC=CC=C1)OC)C(C)(C)C)C1C(=CC2=C(C=CC=C12)C1=CC=C(C=C1)C(C)(C)C)C)C rac-trans-dimethylsilyl-(2-methyl-4-(p-tert-butylphenyl)indenyl)(2-methyl-4-phenyl-5-methoxy-6-tert-butylindene) zirconium dichloride